FC1=CC=C(N(C(C)C)C2CCC(CC2)=O)C=C1 4-(4-fluoro-N-isopropyl-anilino)cyclohexanone